(R)-3-amino-N-benzyloxy-piperidine N[C@H]1CN(CCC1)OCC1=CC=CC=C1